C(C=C)(=O)N1CCN(CC1)C1=NC(=NC2=C(C=CC=C12)OC1=C2C=NNC2=CC=C1C)N(CCC(=O)N(C)C)C N3-{4-(4-acryloylpiperazin-1-yl)-8-[(5-methyl-1H-indazol-4-yl)oxy]quinazolin-2-yl}-N,N,N3-trimethyl-β-alaninamide